C(C1=CC=CC=C1)SC=1C(=C(C=CC1)N1C([C@H](CC1)O)=O)C (3S)-1-[3-(Benzylsulfanyl)-2-methylphenyl]-3-hydroxypyrrolidin-2-one